S1C=C(C=C1)C1(CC1)C#N 1-(Thien-3-yl)cyclopropanecarbonitrile